N1N=C(C=C1)NC=1C=C(CNCCCCOCCNC=2C=3C=NNC3C=C(C2)C2=CN=NC=C2)C=C(C1)OC(F)(F)F N-(2-(4-((3-((1H-pyrazol-3-yl)amino)-5-(trifluoromethoxy)benzyl)amino)butoxy)ethyl)-6-(pyridazin-4-yl)-1H-indazol-4-amine